CC=1N=CN(C1C)C[C@@H]1CC[C@H](CC1)C(=O)OC methyl trans-4-[(4,5-dimethylimidazol-1-yl)methyl]cyclohexanecarboxylate